C1=CC=CC=2C3=CC=CC=C3C(C12)COC(=O)N[C@H](C(=O)O)CCCCC#C (S)-2-((((9H-fluoren-9-yl)methoxy)carbonyl)amino)oct-7-ynoic acid